C(C)(C)(C)P(C1=CC(=CC(=C1)OCC)OCC)C(C)(C)C di-(tert-butyl)(3,5-diethoxyphenyl)phosphine